3-(4-methylphenyl)-1-(3,5,6-trimethylpyrazin-2-yl)-1H-pyrrol-5-ol CC1=CC=C(C=C1)C1=CN(C(=C1)O)C1=NC(=C(N=C1C)C)C